O=S1(N(CC2COCCN21)C=2C=NN1C2CN([C@H](C1)C)C(=O)NC1=CC(=C(C(=C1)F)F)F)=O (6S)-3-(1,1-dioxo-3a,4,6,7-tetrahydro-3H-[1,2,5]thiadiazolo[3,2-c][1,4]oxazin-2-yl)-6-methyl-N-(3,4,5-trifluorophenyl)-6,7-dihydro-4H-pyrazolo[1,5-a]pyrazine-5-carboxamide